COC(=O)C1=NN(C2=C1N(C=1C2=NC=C(C1)C1=C(N=NN1C)C)C(CCC(F)(F)F)C1=NC=CC=C1F)C 6-(1,4-dimethyl-1H-1,2,3-triazol-5-yl)-1-methyl-4-(4,4,4-trifluoro-1-(3-fluoropyridin-2-yl)butyl)-1,4-dihydropyrazolo[3',4':4,5]pyrrolo[3,2-b]pyridine-3-carboxylic acid Methyl ester